CN(C1(CCN(CC1)C1=CC=C(C=C1)[N+](=O)[O-])C)C N,N,4-trimethyl-1-(4-nitrophenyl)piperidin-4-amine